1-(4-((5-chloro-4-(1-cyclopropyl-1H-pyrazol-4-yl)pyrimidin-2-yl)amino)piperidin-1-yl)ethan-1-one ClC=1C(=NC(=NC1)NC1CCN(CC1)C(C)=O)C=1C=NN(C1)C1CC1